N[C@@H](C(=O)OCC1=CC=CC=C1)COC(C)(C)C (R)-benzyl 2-amino-3-(tert-butoxy)propanoate